deoxycitrate C(CC(C(=O)[O-])CC(=O)[O-])(=O)[O-]